S1C(=NC2=C1C=CC=C2)C2=NN=C1N2CCN([C@@H]1C)C(=O)C1=CC(=C(C=C1)Cl)Cl (R)-(3-(Benzo[d]thiazol-2-yl)-8-methyl-5,6-dihydro-[1,2,4]triazolo[4,3-a]pyrazin-7(8H)-yl)(3,4-dichlorophenyl)methanone